N-(thiepan-3-yl)sulfamic acid S1CC(CCCC1)NS(O)(=O)=O